CNC1=CC(=NC=C1)C=1C(=CC=2N(N1)C=CC2)C#N 4-(methylamino)pyridin-2-yl-pyrrolo[1,2-b]Pyridazine-3-carbonitrile